(S)-methyl 2-((1R,2S,5S)-3-(6,7-dimethyl-1H-indole-2-carbonyl)-6,6-dimethyl-3-azabicyclo[3.1.0]hexane-2-carboxamido)-3-((S)-2-oxopyrrolidin-3-yl)propanoate CC1=CC=C2C=C(NC2=C1C)C(=O)N1[C@@H]([C@H]2C([C@H]2C1)(C)C)C(=O)N[C@H](C(=O)OC)C[C@H]1C(NCC1)=O